CC/C=C\C=C/CCCCCCCCCC=O 11Z,13Z-Hexadecadienal